1,2-dihydro-2-oxoquinazolin O=C1NC2=CC=CC=C2C=N1